C(\C=C(\C)/CCC=C(C)C)=O neraldehyde